N-(6-Aminohexyl)-(3-aminopropyl)trimethoxysilane NCCCCCCNCCC[Si](OC)(OC)OC